FC1=CC=C2C(=C1)OC(C1=C2NC2=C(C=C(C=C12)F)F)CCN 2-{3,8,10-trifluoro-6H,11H-chromeno[4,3-b]indol-6-yl}ethanamine